N=1C=CN2C1N=CC(=C2)C=2C=CN1N=C(N=C(C12)OC)NC1CCC(CC1)(C#N)C 4-((5-(imidazo[1,2-a]pyrimidin-6-yl)-4-methoxypyrrolo[2,1-f][1,2,4]triazin-2-yl)amino)-1-methylcyclohexane-1-carbonitrile